OCC(CO)N1S(C=2N(C(C1)C(=O)O)C(C=C(C2C2=CC(=CC=C2)C(F)(F)F)CC2=CC=CC1=CC=CC=C21)=O)(=O)=O 2-(1,3-dihydroxypropan-2-yl)-8-(naphthalen-1-ylmethyl)-6-oxo-9-(3-(trifluoromethyl)phenyl)-3,4-dihydro-2H,6H-pyrido[1,2-e][1,2,5]thiadiazine-4-carboxylic acid 1,1-dioxide